OCC(CNC(O[C@H]1C[C@H](CC1)C1=CC(=NN1)NC(CC1=CC(=CC(=C1)F)F)=O)=O)C (1R,3S)-3-(3-{[(3,5-difluorophenyl)acetyl]-amino}-1H-pyrazol-5-yl)-cyclopentyl [(2ξ)-3-hydroxy-2-methylpropyl]-carbamate